8-[(1S)-1-[tert-Butyl(dimethyl)silyl]oxyethyl]-3,6-dimethyl-2-(oxetan-3-yl)chromen-4-one [Si](C)(C)(C(C)(C)C)O[C@@H](C)C=1C=C(C=C2C(C(=C(OC12)C1COC1)C)=O)C